2-oxabicyclo[3.1.1]Heptane C12OCCC(C1)C2